CC1CCN(CC1)C1=C(C=C(C=C1)C(F)(F)F)NC(=O)C=1OC(=CC1)C1=CC=NC=C1 N-(2-(4-methylpiperidin-1-yl)-5-(trifluoromethyl)-phenyl)-5-(pyridin-4-yl)furan-2-carboxamide